BrC1=CN=C(S1)NC(C=1N(C(=C(N1)S(=O)(=O)C)C)COCC[Si](C)(C)C)C1=CC(=C(C=C1)F)Cl 5-bromo-N-((3-chloro-4-fluorophenyl)(5-methyl-4-(methylsulfonyl)-1-((2-(trimethylsilyl)ethoxy)methyl)-1H-imidazol-2-yl)methyl)thiazol-2-amine